(1R,2S)-2-(2,6-dimethoxypyridin-3-yl)-1-(2-methoxy-5-methylphenyl)-N-(2-methylquinoline-5-sulfonyl)cyclopropane-1-carboxamide COC1=NC(=CC=C1[C@H]1[C@@](C1)(C(=O)NS(=O)(=O)C=1C=2C=CC(=NC2C=CC1)C)C1=C(C=CC(=C1)C)OC)OC